3-(((7-(2-Aminopyrimidin-4-yl)-2,3-dihydrofuro[3,2-c]pyridin-4-yl)amino)methyl)benzoic acid NC1=NC=CC(=N1)C=1C2=C(C(=NC1)NCC=1C=C(C(=O)O)C=CC1)CCO2